androstane-3α,17β-diol C[C@@]12[C@H](CC[C@H]1[C@@H]1CCC3C[C@@H](CC[C@]3(C)[C@H]1CC2)O)O